bis(2,2-dinitropropyl)-4-nitrophthalate [N+](=O)([O-])C(COC(C=1C(C(=O)OCC(C)([N+](=O)[O-])[N+](=O)[O-])=CC(=CC1)[N+](=O)[O-])=O)(C)[N+](=O)[O-]